CC1(OC[C@@H](O1)CN)C (S)-(2,2-dimethyl-1,3-dioxolan-4-yl)methylamine